BrC=1C(=NC(=NC1)Cl)NC1=C(C=CC=C1)S(=O)(=O)C(C)C 5-bromo-2-chloro-N-(2-isopropylsulfonylphenyl)pyrimidin-4-amine